ClC1=NC(=NC(=C1)C)NC(=O)[C@@H]1[C@H](C1)C1=NC=CC(=N1)C |r| rac-(1S*,2S*)-N-(4-chloro-6-methylpyrimidin-2-yl)-2-(4-methylpyrimidin-2-yl)cyclopropane-1-carboxamide